C1CCC2=C(C=3CCCC3C=C12)NC(=O)N=[S@](=O)(N)C1=CC2=C(CN(CC2)C)S1 |o1:16| (R) or (S)-N'-((1,2,3,5,6,7-hexahydro-s-indacen-4-yl)carbamoyl)-6-methyl-4,5,6,7-tetrahydrothieno[2,3-c]pyridine-2-sulfonimidamide